FC1=CC=C(C=C1)C1(OC(C2=C(O1)C(=C(C=C2CCCCC)O)C2C=C(CCC2)C)=O)CC(C)=O 2-(4-fluorophenyl)-7-hydroxy-8-(3-methylcyclohex-2-en-1-yl)-2-(2-oxopropyl)-5-pentyl-4H-benzo[d][1,3]dioxin-4-one